Cl.ClC=1N=NC(=C2C1N(N=C2)C)N[C@@H]2C[C@@H](CNC2)O (3S,5R)-5-[(7-chloro-1-methyl-pyrazolo[3,4-d]pyridazin-4-yl)amino]piperidin-3-ol hydrochloride